Cl.CC1=C(C=C(C=C1)OCC(N1CCNCC1)=O)N1C(NC(CC1)=O)=O 1-(2-methyl-5-(2-oxo-2-(piperazin-1-yl)ethoxy)phenyl)dihydropyrimidine-2,4(1H,3H)-dione hydrochloride